(R)-2-amino-2-(1-(2-(3'-amino-4-chloro-[1,1'-biphenyl]-2-yl)ethyl)piperidin-4-yl)-1-(4-(2-(ethylsulfanyl)-4-fluorobenzyl)piperazin-1-yl)ethan-1-one N[C@@H](C(=O)N1CCN(CC1)CC1=C(C=C(C=C1)F)SCC)C1CCN(CC1)CCC1=C(C=CC(=C1)Cl)C1=CC(=CC=C1)N